C(C)(C)(C)OC(=O)NCCS(=O)(=O)CC(=O)C1=CC=C(C=C1)NC(OC1=CC=CC=C1)=O phenyl N-[4-(2-{2-[(tert-butoxycarbonyl)amino]ethanesulfonyl}acetyl)phenyl]carbamate